C(#N)C1=C(C=C(C=C1)F)[C@H](CC)C1=NN(C(=C1)C)C (1S,2R)-1-(2-cyano-5-fluorophenyl)-1-(1,5-dimethyl-1H-pyrazol-3-yl)propan